2,3,4,5,6-pentafluorophenyl borate B(OC1=C(C(=C(C(=C1F)F)F)F)F)([O-])[O-]